CN([C@@H](CC1=CC(=C(C(=O)N)C=C1)F)CNC(C[C@@H](C1(CC1)C(F)(F)F)C1=CSC(=C1)C)=O)C 4-((S)-2-(dimethylamino)-3-((S)-3-(5-methylthiophen-3-yl)-3-(1-(trifluoromethyl)cyclopropyl)propanamido)propyl)-2-fluorobenzamide